2-(2-methylpyridin-3-yl)-2-(4-(trifluoromethyl)pyridin-2-yl)acetamide (-)-Methyl-6-nitro-4-oxo-2-phenyl-3-(4-phenylbuta-2,3-dien-1-yl)thiochromane-3-carboxylate COC(=O)C1(C(SC2=CC=C(C=C2C1=O)[N+](=O)[O-])C1=CC=CC=C1)CC=C=CC1=CC=CC=C1.CC1=NC=CC=C1C(C(=O)N)C1=NC=CC(=C1)C(F)(F)F